2-(2-isopropylpyridin-3-yl)-9-([4-[1-methyl-4-(trifluoromethyl)imidazol-2-yl]phenyl]methyl)-7H-purin-8-one C(C)(C)C1=NC=CC=C1C1=NC=C2NC(N(C2=N1)CC1=CC=C(C=C1)C=1N(C=C(N1)C(F)(F)F)C)=O